C(C1=CC=CC=C1)OC(=O)NCCCOC=1C=C2C(=NN(C2=CC1)C1OCCCC1)C=1C=NN(C1)C(C(=O)OCC)C1CC1 ethyl 2-[4-[5-[3-(benzyloxycarbonylamino)propoxy]-1-tetrahydropyran-2-yl-indazol-3-yl]pyrazol-1-yl]-2-cyclopropyl-acetate